2-(3,4-dimethoxyphenyl)-3-isopropyl-5-(4-(4-(1-methylpiperidin-4-yl)piperazin-1-yl)piperidin-1-yl)-1H-indole COC=1C=C(C=CC1OC)C=1NC2=CC=C(C=C2C1C(C)C)N1CCC(CC1)N1CCN(CC1)C1CCN(CC1)C